FC(S(=O)(=O)OC=1C=C2C=CC=NC2=CC1)(F)F 6-quinolinyl trifluoromethanesulfonate